4-chloro-N-(4,4-difluorocyclohexyl)-6-(1-ethoxyvinyl)pyrimidin-2-amine ClC1=NC(=NC(=C1)C(=C)OCC)NC1CCC(CC1)(F)F